(Z)-N-(3-chloro-7-(hydroxyimino)-4-methyl-8-oxo-5,6,7,8-tetrahydronaphth-1-yl)acetamide ClC=1C=C(C=2C(\C(\CCC2C1C)=N/O)=O)NC(C)=O